ClC1=NC(=C2N=CN(C2=N1)C(C)C)NC1=CC(=CC=C1)Cl 2-CHLORO-N-(3-CHLOROPHENYL)-9-ISOPROPYL-9H-PURIN-6-AMINE